1-(benzofuran-6-yl)-2-(ethylamino)-1-propanone O1C=CC2=C1C=C(C=C2)C(C(C)NCC)=O